(R)-5-amino-N-((3-fluoro-5-(trifluoromethyl)pyridin-2-yl)methyl)-N-(1-(pyrimidin-2-yl)ethyl)-6,8-dihydro-1H-furo[3,4-d]pyrrolo[3,2-b]pyridine-2-carboxamide NC1=C2C(=C3C(=N1)C=C(N3)C(=O)N([C@H](C)C3=NC=CC=N3)CC3=NC=C(C=C3F)C(F)(F)F)COC2